F[C@@H]1C[C@@H]2CCCN2C1(C)C (2R,7aS)-2-fluoro-3,3-dimethyltetrahydro-1H-pyrrolizin